The molecule is a glycophytoceramide having an alpha-D-galactopyranosyl residue at the O-1 position and an 11-(4-trifluoromethyl)undecanoyl group attached to the nitrogen. It derives from an alpha-D-galactose. CCCCCCCCCCCCCC[C@H]([C@H]([C@H](CO[C@@H]1[C@@H]([C@H]([C@H]([C@H](O1)CO)O)O)O)NC(=O)CCCCCCCCCCC2=CC=C(C=C2)C(F)(F)F)O)O